4-[4-Cyano-6-(2-cyano-5-trifluoromethyl-phenyl)-3-hydroxy-pyridin-2-yl]-4-oxo-butyric acid C(#N)C1=C(C(=NC(=C1)C1=C(C=CC(=C1)C(F)(F)F)C#N)C(CCC(=O)O)=O)O